N1=CC(=CC(=C1)C=O)C=O pyridine-3,5-dicarboxaldehyde